N[C@@H](CC1=CNC=N1)C(=O)O |r| DL-histidine